N-(3-chloro-4-fluorophenyl)-N-((5-(hydrazinocarbonyl)pyridin-2-yl)methyl)morpholine-4-carboxamide ClC=1C=C(C=CC1F)N(C(=O)N1CCOCC1)CC1=NC=C(C=C1)C(=O)NN